N-tert-butyl-2-{methyl[2-(1,3-oxazol-2-yl)-5H,6H,7H-cyclopenta[d]pyrimidin-4-yl]amino}acetamide C(C)(C)(C)NC(CN(C=1C2=C(N=C(N1)C=1OC=CN1)CCC2)C)=O